The molecule is a 4-O-(1H-indol-3-ylcarbonyl)ascaroside that is icas#10 in which the pro-R hydrogen beta to the carboxy group is replaced by a hydroxy group. It is a metabolite of the nematode Caenorhabditis elegans. It has a role as a Caenorhabditis elegans metabolite. It is a 4-O-(1H-indol-3-ylcarbonyl)ascaroside, an (omega-1)-hydroxy fatty acid ascaroside, a 3-hydroxy carboxylic acid and a monocarboxylic acid. It derives from a bhas#10, a (3R,8R)-3,8-dihydroxynonanoic acid and an icas#10. C[C@H]1[C@@H](C[C@H]([C@@H](O1)O[C@H](C)CCCC[C@H](CC(=O)O)O)O)OC(=O)C2=CNC3=CC=CC=C32